NC1=CC=C(CCN(N=O)C[C@@H](C2=CC=CC=C2)O)C=C1 (R)-N-(4-aminophenethyl)-N-(2-hydroxy-2-phenylethyl)nitrous amide